COC(=O)C1=C(C=C(C(=O)C2=CC(=C(C=C2)C(=O)OC)C(=O)OOC(C)(C)C)C=C1)C(=O)OOC(C)(C)C 4,4'-Di(methoxycarbonyl)-3,3'-di(tert-butylperoxycarbonyl)benzophenone